C(C)S(=O)(=O)C=1C=C(C=NC1C=1OC2=C(N1)C=C(C=C2)S(=O)(=NCC(F)(F)F)C(F)(F)F)C2(CC2)C#N 1-[5-ethylsulfonyl-6-[5-[N-(2,2,2-trifluoroethyl)-S-(trifluoromethyl)sulfonimidoyl]-1,3-benzoxazol-2-yl]-3-pyridyl]cyclopropane-carbonitrile